4-(2-(3-chloro-5-hydroxybenzylidene-amino)-4-methoxy-3-oxobutyl)phenyl isobutyrate C(C(C)C)(=O)OC1=CC=C(C=C1)CC(C(COC)=O)N=CC1=CC(=CC(=C1)O)Cl